C1CCC2=CC(=CC=C12)C(NC(=O)C=1C(NC(=CC1)C(F)(F)F)=O)C1=CC=CC=C1 N-((2,3-dihydro-1H-inden-5-yl)(phenyl)methyl)-2-oxo-6-(trifluoromethyl)-1,2-dihydropyridine-3-carboxamide